methyl 2,3-diethoxy-6-methylphenanthrene-9-carboxylate C(C)OC1=CC=2C=C(C3=CC=C(C=C3C2C=C1OCC)C)C(=O)OC